ClC=1N=C(C2=C(N1)N=C(C=C2OC)C)N 2-chloro-5-methoxy-7-methylpyrido[2,3-d]pyrimidin-4-amine